C(CCCCCCC\C=C/CCCCCCCC)(=O)OCC(COC(CCCCCCCCCCCCCCC)=O)OC(NC1CN(C1)C(C)C)=O 2-(((1-isopropylazetidin-3-yl)carbamoyl)oxy)-3-(palmitoyloxy)propyl oleate